C1(CC1)[C@@H](C)C=1C(=C2CCC2=CC1)NC(=O)NS(=O)(=N)C1=CN=C(S1)[C@@](CO)(C)O N-((3-((R)-1-cyclopropylethyl)bicyclo[4.2.0]octa-1,3,5-trien-2-yl)carbamoyl)-2-((S)-1,2-dihydroxypropan-2-yl)thiazole-5-sulfonimidamide